OC1=C(C(=CC(=C1)C(F)(F)F)C)C1=CC2=C(N=N1)N(C=C2C)C21COCC(C2)(C1)O 5-{3-[2-hydroxy-6-methyl-4-(trifluoromethyl)phenyl]-5-methyl-7H-pyrrolo[2,3-c]pyridazin-7-yl}-3-oxabicyclo[3.1.1]heptan-1-ol